methyl (5S,8S,10aR)-5-((tert-butoxycarbonyl)amino)-6-oxodecahydropyrrolo[1,2-a][1,4]diazocine-8-carboxylate C(C)(C)(C)OC(=O)N[C@H]1CCNC[C@@H]2N(C1=O)[C@@H](CC2)C(=O)OC